NC1=NC=2C=CC(=CC2C2=C1C=NN2C)C(=O)N(CC2=NC=C(C=C2)C(F)(F)F)N2C(CCCC2)=O 4-amino-1-methyl-N-(2-oxopiperidin-1-yl)-N-((5-(trifluoromethyl)pyridin-2-yl)methyl)-1H-pyrazolo[4,3-c]quinoline-8-carboxamide